2-(2-cyclopropyl-6-methoxypyridin-4-yl)-3-isopropyl-5-(piperidin-4-yl)-1H-indole C1(CC1)C1=NC(=CC(=C1)C=1NC2=CC=C(C=C2C1C(C)C)C1CCNCC1)OC